1-bromo-4-(bromomethyl)-2-fluoro-5-methylbenzene BrC1=C(C=C(C(=C1)C)CBr)F